2-(1H-Indol-2-yl)-3-isopropyl-7-(1-trityl-1H-imidazol-4-yl)imidazo[2,1-f][1,2,4]triazin-4(3H)-one N1C(=CC2=CC=CC=C12)C1=NN2C(C(N1C(C)C)=O)=NC=C2C=2N=CN(C2)C(C2=CC=CC=C2)(C2=CC=CC=C2)C2=CC=CC=C2